methyl (S)-1-acetyl-2,5-dihydro-1H-pyrrole-2-carboxylate C(C)(=O)N1[C@@H](C=CC1)C(=O)OC